(S)-7-((4-amino-6-oxopyrimidin-1(6H)-yl)methyl)-6-chloro-4-(cyclopropylethynyl)-4-(trifluoromethyl)-3,4-dihydroquinazolin-2(1H)-one NC=1N=CN(C(C1)=O)CC1=C(C=C2[C@](NC(NC2=C1)=O)(C(F)(F)F)C#CC1CC1)Cl